CC1(OB(OC1(C)C)C1=CC=C(C=C1)[C@@H]1[C@@H]2CC[C@H](CN1C(=O)OC(C)(C)C)O2)C tert-butyl (1S,2R,5R)-2-(4-(4,4,5,5-tetramethyl-1,3,2-dioxaborolan-2-yl)phenyl)-8-oxa-3-azabicyclo[3.2.1]octane-3-carboxylate